BrC=1C=C(C=2N(C1)N=CC2C(=O)N(C)C)OC 6-Bromo-4-methoxy-N,N-dimethylpyrazolo[1,5-a]pyridine-3-carboxamide